[(2R,3S,4R,5R)-5-[4-(3,3a,4,5,6,6a-hexa-hydro-1H-cyclopenta-[c]pyrrol-2-yl)-2-cyano-pyrrolo[2,3-d]-pyrimidin-7-yl]-3,4-dihydroxy-tetrahydro-furan-2-yl]methoxy-methylphosphonic acid C1N(CC2C1CCC2)C=2C1=C(N=C(N2)C#N)N(C=C1)[C@H]1[C@@H]([C@@H]([C@H](O1)COCP(O)(O)=O)O)O